C1CC12N(CCOC2)C(=O)Cl 7-oxa-4-azaspiro[2.5]octane-4-carbonyl chloride